C1=C(C=CC2=CC=CC=C12)C=C1COC1 3-(naphthalen-2-ylmethylene)oxetane